(2R)-2-aminobutanamide N[C@@H](C(=O)N)CC